COC1=C(C=CC(=C1)OC)C1=CC=C(C=C1)C=1N=NN(C1)C=1C=C(C(=O)O)C=CC1 3-(4-(2',4'-Dimethoxy-[1,1-biphenyl]-4-yl)-1H-1,2,3-triazol-1-yl)benzoic acid